ethyl (R)-2-amino-3-(4-methoxyphenyl)propanoate N[C@@H](C(=O)OCC)CC1=CC=C(C=C1)OC